ClC=1C=C(C2=C(C(=C(O2)C)CCNC2=CC(=NC=N2)C2=CC(=CS2)C)C1)C 5-{6-[2-(5-Chloro-2,7-dimethyl-benzofuran-3-yl)-ethylamino]-pyrimidin-4-yl}-3-methyl-thiophen